6-(4,4-Difluoropiperidin-1-yl)-4-methylpyridin-2-amine FC1(CCN(CC1)C1=CC(=CC(=N1)N)C)F